[Br-].C1(=CC=CC=C1)P(CCP(C1=CC=CC=C1)C1=CC=CC=C1)C1=CC=CC=C1 1,2-bis(diphenylphosphino)ethane bromide